penta(carbonyl)iron C(=O)=[Fe](=C=O)(=C=O)(=C=O)=C=O